4-((bis(4-methoxybenzyl)amino)methyl)-4-hydroxy-1-methylpyrrolidin-2-one COC1=CC=C(CN(CC2=CC=C(C=C2)OC)CC2(CC(N(C2)C)=O)O)C=C1